ClC=1C=C2C=C(NC2=CC1C1=NC=C(N=C1)OC)CNC(C)=O N-((5-chloro-6-(5-methoxypyrazin-2-yl)-1H-indol-2-yl)methyl)acetamide